9,9'-(5-(4,6-diphenyl-1,3,5-triazin-2-yl)-1,3-phenylene)bis(3,6-bis(dibenzo[b,d]thiophen-1-yl)-9H-carbazole) C1(=CC=CC=C1)C1=NC(=NC(=N1)C1=CC=CC=C1)C=1C=C(C=C(C1)N1C2=CC=C(C=C2C=2C=C(C=CC12)C1=CC=CC=2SC3=C(C21)C=CC=C3)C3=CC=CC=2SC1=C(C23)C=CC=C1)N1C2=CC=C(C=C2C=2C=C(C=CC12)C1=CC=CC=2SC3=C(C21)C=CC=C3)C3=CC=CC=2SC1=C(C23)C=CC=C1